exo-5-fluoro-N-({4-[(pyridin-2-yl)oxy]phenyl}methyl)-1a,6b-dihydro-1H-cyclopropa[b][1]benzofuran-1-carboxamide FC=1C=CC2=C(C3C(O2)C3C(=O)NCC3=CC=C(C=C3)OC3=NC=CC=C3)C1